ClC1=CC=C2C(=C1)NC(C21N(C(C=2N=C(N(C21)C(C)C)C=2C=C(C(=O)N)C=CC2OC)=O)C2=C(C=CC(=C2)Cl)C)=O 3-(6-chloro-5'-(5-chloro-2-methylphenyl)-3'-isopropyl-2,6'-dioxo-5',6'-dihydro-3'H-spiro[indoline-3,4'-pyrrolo[3,4-d]imidazol]-2'-yl)-4-methoxybenzamide